5-bromo-2-((2-(2,4-difluorophenyl)oxiran-2-yl)difluoromethyl)pyridine BrC=1C=CC(=NC1)C(F)(F)C1(OC1)C1=C(C=C(C=C1)F)F